FC1=CC=CC2=C1OCCN2 8-fluoro-3,4-dihydro-2H-benzo[b][1,4]oxazin